tert-butyl ((1R*,2S*)-2-(methylamino)cyclopropyl)carbamate CN[C@@H]1[C@@H](C1)NC(OC(C)(C)C)=O |o1:2,3|